(3S)-3-imidazo[1,2-b]pyridazin-7-yloxy-2-methyl-butan-2-ol N=1C=CN2N=CC(=CC21)O[C@H](C(C)(O)C)C